ethyl 6-cyclopentyl-2-hydroxy-pyridine-3-carboxylate C1(CCCC1)C1=CC=C(C(=N1)O)C(=O)OCC